docosa-7,10,13,16,19-pentaen-1-ol C(CCCCCC=CCC=CCC=CCC=CCC=CCC)O